CC1=C(C=C(C=C1)NC(=O)C1CC2(CC2)C1)C1=NC=CC=C1 N-(4-methyl-3-pyridin-2-ylphenyl)spiro[2.3]hexane-5-carboxamide